ClC1=C(COC2=CC=C(C=C2)S(=O)(=O)N2C3(CN(CC2CC3)C(=O)OCCOC)C(=O)OCC)C=CC(=C1)F 1-ethyl 3-(2-methoxyethyl) 8-((4-((2-chloro-4-fluorobenzyl)oxy)phenyl)sulfonyl)-3,8-diazabicyclo[3.2.1]-octane-1,3-dicarboxylate